ClC=1C=CC2=C(C(CN(S2(=O)=O)[C@H](C(=O)NN)C(C)C2=C(C(=CC=C2F)C)C)C)C1 (2S)-2-(6-chloro-4-methyl-1,1-dioxo-3,4-dihydro-2H-benzo[e][1,2]thiazin-2-yl)-3-(6-fluoro-2,3-dimethylphenyl)butan-hydrazide